4-(benzyloxy)-2-iodo-3-methoxybenzoic acid C(C1=CC=CC=C1)OC1=C(C(=C(C(=O)O)C=C1)I)OC